N-(4-amino-1-tetrahydropyran-2-yl-pyrazolo[4,3-c]pyridin-7-yl)-2-oxo-2-[rac-(2S,5S)-2-(2-isopropylpyrazol-3-yl)-5-methyl-1-piperidyl]acetamide NC1=NC=C(C2=C1C=NN2C2OCCCC2)NC(C(N2[C@@H](CC[C@@H](C2)C)C=2N(N=CC2)C(C)C)=O)=O |r|